C(C)(=O)OC=1C(=CC=2C(C3=CC(=C(C=C3OC2C1)OC(C)=O)Cl)C1=C(C(=O)O)C=CC=C1)Cl 2-(3,6-diacetoxy-2,7-dichloro-9H-xanthen-9-yl)benzoic acid